FC=1C=C2C(N(N=C(C2=CC1F)[C@@H](C)N(C(=O)NC1=CC=CC=C1)CC(C)C)C)=O (R)-1-(1-(6,7-difluoro-3-methyl-4-oxo-3,4-dihydrophthalazin-1-yl)ethyl)-1-isobutyl-3-phenylurea